tert-butyl (R)-3,3-difluoro-4-(4-(2-fluoro-4-nitrophenyl)piperazin-1-yl)piperidine-1-carboxylate FC1(CN(CC[C@H]1N1CCN(CC1)C1=C(C=C(C=C1)[N+](=O)[O-])F)C(=O)OC(C)(C)C)F